C(#N)C=1C=C(SC1)[C@@H](CC1=CC=CC=C1)N[S@@](=O)C(C)(C)C (S)-N-((R)-1-(4-cyanothiophen-2-yl)-2-phenylethyl)-2-methylpropan-2-sulfinamide